2-phenyl-5,8-dihydropyrido[3,4-d]pyrimidine C1(=CC=CC=C1)C=1N=CC2=C(N1)CN=CC2